C(CC)C(CCCC)CCCCCCCC 5-propyltridecane